O=C1NC(CC[C@H]1N1C(C2=C3C(C(=CC=C13)CC1=CC=C(CN3CCN(CC3)C3=C(C=C(C#N)C=C3)F)C=C1)=CC=C2)=O)=O (R)-4-(4-(4-((1-(2,6-dioxopiperidin-3-yl)-2-oxo-1,2-dihydrobenzo[cd]indol-6-yl)methyl)benzyl)piperazin-1-yl)-3-fluorobenzonitrile